FC1=C(C=CC=C1)CN1N=C(N=C1)C(=O)N[C@H]1C(N(C=2N(CC1)N=C(C2)CCN2C1COC(C2)C1)C)=O 1-[(2-fluorophenyl)methyl]-N-[(6R)-4-methyl-2-[2-(2-oxa-5-azabicyclo[2.2.1]heptan-5-yl)ethyl]-5-oxo-7,8-dihydro-6H-pyrazolo[1,5-a][1,3]diazepin-6-yl]-1,2,4-triazole-3-carboxamide